C(C1=CC=CC=C1)S(=O)(=O)NC(=O)C=1N=NC(=CC1)N1CCN(CC1)C(C1=CC(=C(C=C1)C1=CC=C(C=C1)OCC)F)=O N-benzylsulfonyl-6-[4-[4-(4-ethoxyphenyl)-3-fluorobenzoyl]piperazin-1-yl]pyridazin-3-carboxamide